IC=1OC(=C(N1)C)C 2-iodo-4,5-dimethyloxazole